ClC1=C(C=CC(=C1)Cl)C(C)NC1=NN2C(NC(=CC2=O)C(F)(F)F)=N1 2-[1-(2,4-dichlorophenyl)ethyl-amino]-5-(trifluoromethyl)-4H-[1,2,4]triazolo[1,5-a]pyrimidin-7-one